N1C(=CC=C1)N azol-2-amine